C(C)N(S(=O)(=O)NC=1C(=C(C(=O)C2=CNC3=NC=C(C=C32)C=3C=NC(=CC3)C3CCNCC3)C(=CC1)F)F)C 3-[3-[[Ethyl(methyl)sulfamoyl]amino]-2,6-difluoro-benzoyl]-5-[6-(4-piperidyl)-3-pyridyl]-1H-pyrrolo[2,3-b]pyridine